Cl.FC(C(N)C1=CC=C(C=C1)OC(F)(F)F)(F)F 2,2,2-trifluoro-1-(4-(trifluoromethoxy)phenyl)ethan-1-amine hydrochloride